C1(CCCCC1)C[C@@H](C(=O)O)NC(=O)OCC1C2=CC=CC=C2C=2C=CC=CC12 (2S)-3-cyclohexyl-2-(9H-fluoren-9-ylmethoxycarbonylamino)propanoic acid